O[C@H](C)C1=NC=2C(=C3C(=NC2)NC=C3)N1[C@@H]1CN(CC13CC3)CCCCC#N 5-((S)-7-(2-((R)-1-Hydroxyethyl)imidazo[4,5-d]pyrrolo[2,3-b]pyridin-1(6H)-yl)-5-azaspiro[2.4]hept-5-yl)pentanonitrile